Cl.N[C@@H](COC1=CC=NC(=C1C(=O)N[C@@H](CC(=O)OC(C)(C)C)C(=O)NCCC1=NC(=NO1)C1CC1)OC)CC1=CC=CC=C1 tert-butyl (S)-3-(4-((R)-2-amino-3-phenylpropoxy)-2-methoxynicotinamido)-4-((2-(3-cyclopropyl-1,2,4-oxadiazol-5-yl)ethyl)amino)-4-oxobutanoate hydrochloride